2-chloro-1-(3-methoxyphenoxy)-4-nitrobenzene ClC1=C(C=CC(=C1)[N+](=O)[O-])OC1=CC(=CC=C1)OC